COC1=CC=C(C=C1)C(OC[C@H]1O[C@H](C(C1OC(CCC(=O)O)=O)OC)N1C2=NC=NC(=C2N=C1)Cl)(C1=CC=CC=C1)C1=CC=C(C=C1)OC 4-[(2R,5R)-2-[[bis(4-methoxyphenyl)-phenyl-methoxy]methyl]-5-(6-chloropurin-9-yl)-4-methoxy-tetrahydrofuran-3-yl]oxy-4-oxo-butanoic acid